ClC1=C(C(=C(C=C1OC)OC)Cl)C1=NC=C2C=C(N=CC2=C1)NC1=NN(C=C1NC(C=C)=O)C N-(3-((7-(2,6-dichloro-3,5-dimethoxyphenyl)-2,6-naphthyridin-3-yl)amino)-1-methyl-1H-pyrazol-4-yl)acrylamide